2,6-di-tert-butyl-4-dimethylaminopyridine C(C)(C)(C)C1=NC(=CC(=C1)N(C)C)C(C)(C)C